ClC1=C(C(=CC=2C3=C(C=NC12)C(N([C@H]3C)C(=O)OC(C)(C)C)CO)OC)Cl tert-butyl (1S)-6,7-dichloro-3-(hydroxymethyl)-8-methoxy-1-methyl-1,3-dihydro-2H-pyrrolo[3,4-c]quinoline-2-carboxylate